O1C(=CC2=C1C=CC=C2)C(=O)C=2C(OC1=C(C2O)C=CC=C1)=O 3-(benzofuran-2-carbonyl)-4-hydroxy-2H-benzopyran-2-one